FC1=C(C=C(C=C1)OCCN1CCOCC1)C1=NC=CC2=C1N=C(N=C2N)NC=2C=NC(=CC2)N2CCOCC2 8-(2-fluoro-5-(2-morpholinoethoxy)phenyl)-N2-(6-morpholinopyridin-3-yl)pyrido[3,4-d]pyrimidine-2,4-diamine